N-(1-Cyano-1-methylethyl)-4-(cyclohexancarbonylamino)pyridin C(#N)C(C)(C)N1CC=C(C=C1)NC(=O)C1CCCCC1